(2S,3S,5S)-2-fluoro-3-{[3-(4-fluoro-7-hydroxy-2-methyl-1-oxoisoquinolin-6-yl)-1,2,4-triazin-6-yl](methyl)amino}-8-azabicyclo[3.2.1]octane-8-carboxylic acid tert-butyl ester C(C)(C)(C)OC(=O)N1C2[C@H]([C@H](C[C@@H]1CC2)N(C)C2=CN=C(N=N2)C=2C=C1C(=CN(C(C1=CC2O)=O)C)F)F